1-(2,6-dichlorophenyl)-4-((4-(3,5-dimethyl-1H-pyrazol-1-yl)phenyl)amino)-1H-pyrazole-3-carboxamide ClC1=C(C(=CC=C1)Cl)N1N=C(C(=C1)NC1=CC=C(C=C1)N1N=C(C=C1C)C)C(=O)N